5-chloro-N-(6-(difluoromethyl)benzo[d]thiazol-2-yl)-2-methoxy-3-((2-methoxyethoxy)methyl)benzamide ClC=1C=C(C(=C(C(=O)NC=2SC3=C(N2)C=CC(=C3)C(F)F)C1)OC)COCCOC